NCC1(CC(CC(C1)(C)C)N)C 3-(aminomethyl)-3,5,5-trimethylcyclohexane-1-amine